2-hydroxy-6-methoxy-benzoic acid OC1=C(C(=O)O)C(=CC=C1)OC